1-(3-((5-cyclopropyl-2-((1-(1-methylpiperidin-4-yl)-1H-pyrazol-4-yl)amino)pyrimidin-4-yl)amino)propyl)piperidin-2-one C1(CC1)C=1C(=NC(=NC1)NC=1C=NN(C1)C1CCN(CC1)C)NCCCN1C(CCCC1)=O